(S)-3-(2,4-difluoro-2',5,6'-trimethyl-[1,1'-biphenyl]-3-yl)-3-((S)-2-(5-(2-(3-fluoroazetidin-1-yl)ethyl)-2-oxopyrimidin-1(2H)-yl)-4-methylpentanamido)propionic acid FC1=C(C=C(C(=C1[C@H](CC(=O)O)NC([C@H](CC(C)C)N1C(N=CC(=C1)CCN1CC(C1)F)=O)=O)F)C)C1=C(C=CC=C1C)C